BrC=1C=C2C(=NNC2=CC1)C(CCO)C 3-(5-bromo-1H-indazol-3-yl)butan-1-ol